C(C)(C)OC(=O)C1=C(N=C(S1)NC(CCNC(C1=CC(=CC=C1)C1=NOC(=N1)C)=O)=O)C 4-methyl-2-(3-(3-(5-methyl-1,2,4-oxadiazol-3-yl)benzoylamino)propionylamino)thiazole-5-carboxylic acid isopropyl ester